FC1=NC=CC=C1O[C@@H]1O[C@@H]([C@@H]([C@@H]([C@H]1O)O)O)CO (2s,3r,4s,5r,6r)-2-((2-fluoropyridin-3-yl)oxy)-6-(hydroxy-methyl)tetrahydro-2H-pyran-3,4,5-triol